N1=CN=CC(=C1)C1=CC(=CC2=C1NC=N2)C(=O)N 7-(pyrimidin-5-yl)-1H-benzo[d]imidazole-5-carboxamide